C(C1=CC=CC=C1)N(C1CC2=C(N(N=C2CC1)C1=C(C=CC=C1)Cl)O)C 5-(benzylmethylamino)-2-(2-chlorophenyl)-4,5,6,7-tetrahydro-2H-indazol-3-ol